(2R,3R,4R)-3-benzoyloxy-4-fluoro-4-methyl-5-oxo-2-benzoyloxymethyl-tetrahydrofuran C(C1=CC=CC=C1)(=O)O[C@@H]1[C@H](OC([C@]1(C)F)=O)COC(C1=CC=CC=C1)=O